1-[(1-hydroxy-cyclobutyl)-methyl]-8-methylamino-8-phenyl-3-pyrimidin-5-yl-1,3-diazaspiro[4.5]decan-2-one OC1(CCC1)CN1C(N(CC12CCC(CC2)(C2=CC=CC=C2)NC)C=2C=NC=NC2)=O